N1=CC=C(C=C1)C1=NC=NC(=N1)C1=CC=NC=C1 4,6-bis(pyridin-4-yl)-1,3,5-triazine